N1C(=NCC1)COC[C@]1(CN(CC1)C(C)(C)C=1C=CC(=NC1)C)CCC=1SC=CC1 |o1:8| (R or S)-5-(2-(3-(((4,5-dihydro-1H-imidazol-2-yl)methoxy)methyl)-3-(2-(thiophen-2-yl)ethyl)pyrrolidin-1-yl)propan-2-yl)-2-methylpyridine